ClC=1C(=C(C(=CC1)C(F)F)C1=CN=C(C(=N1)C(=O)O)C=C)F 6-(3-Chloro-6-(difluoro-methyl)-2-fluorophenyl)-3-vinylpyrazine-2-carboxylic acid